ClC1=C(OC2=C(C=CC=3N2C(=NN3)NC(OCC)=O)NC(C3=CC(=CC(=C3)C(F)(F)F)F)=O)C=C(C=C1)F Ethyl (5-(2-chloro-5-fluorophenoxy)-6-(3-fluoro-5-(trifluoromethyl)benzamido)-[1,2,4]triazolo[4,3-a]pyridin-3-yl)carbamate